N1(CCCCC1)CCC(=C)C1=CC=C(C=C1)C N-piperidinyl-3-p-tolylbut-3-ene